tert-butyl ((1r,4r)-4-((3-(((4,6-dimethyl-2-oxo-1,2-dihydropyridin-3-yl)methyl)carbamoyl)-2-methyl-5-(1-methyl-1H-pyrazol-4-yl)phenyl)(methyl)amino)cyclohexyl)carbamate CC1=C(C(NC(=C1)C)=O)CNC(=O)C=1C(=C(C=C(C1)C=1C=NN(C1)C)N(C1CCC(CC1)NC(OC(C)(C)C)=O)C)C